ClC=1C(=NC=CC1CCl)C=1C=C2CN(C(C2=CC1)=O)C1C(NC(CC1)=O)=O 3-(5-(3-chloro-4-(chloromethyl)pyridin-2-yl)-1-oxoisoindolin-2-yl)piperidine-2,6-dione